C1C(=CC2=CC=CC=C12)C=1SC=CN1 2-(1H-inden-2-yl)-1,3-thiazole